5-chloro-6-fluoro-1-(1-(cis-4-isopropylcyclohexyl)piperidin-4-yl)-3-(2-morpholinoethyl)-1,3-dihydro-2H-benzo[d]imidazol-2-one ClC1=CC2=C(N(C(N2CCN2CCOCC2)=O)C2CCN(CC2)[C@@H]2CC[C@@H](CC2)C(C)C)C=C1F